tert-butyl (S)-4-(6-aminopyridazin-3-yl)-2-methylpiperazine-1-carboxylate NC1=CC=C(N=N1)N1C[C@@H](N(CC1)C(=O)OC(C)(C)C)C